8-carbonyl-7,8-dihydropyrido[3,4-d]pyrimidine-6-carboxamide C(=O)=C1NC(=CC2=C1N=CN=C2)C(=O)N